N1C(C=CC=C1)C=O Pyridine-2(1H)-aldehyde